S(=O)(=O)(C1=CC=C(C)C=C1)P([O-])=O tosylphosphinate